N-(5-(5-(difluoromethyl)-1,3,4-oxadiazol-2-yl)pyrimidin-2-yl)-1-methyl-4-phenyl-1H-benzo[d]imidazol-6-amine FC(C1=NN=C(O1)C=1C=NC(=NC1)NC=1C=C(C2=C(N(C=N2)C)C1)C1=CC=CC=C1)F